N-((S)-1-(2-((S)-2-Cyanopyrrolidin-1-yl)-2-oxoethyl)pyrrolidin-3-yl)-7-methylbenzofuran-3-carboxamid C(#N)[C@H]1N(CCC1)C(CN1C[C@H](CC1)NC(=O)C1=COC2=C1C=CC=C2C)=O